C(C)OC(CC1=CC2=C(N=C(N=C2)SC)N(C1=O)C1CCCC1)=O 2-(8-cyclopentyl-2-(methylsulfanyl)-7-oxo-7,8-dihydropyrido[2,3-d]Pyrimidin-6-yl)acetic acid ethyl ester